OC[C@H](C=C)NC(OC(C)(C)C)=O tert-butyl [(1S)-1-(hydroxymethyl)prop-2-en-1-yl]carbamate